C1OCCN2[C@H]1CNCC21CN(C1)C(=O)OC(C)(C)C tert-butyl (S)-hexahydro-1'H-spiro[azetidine-3,6'-pyrazino[2,1-c][1,4]oxazine]-1-carboxylate